3-isopropyl-2-(8-methoxy-[1,2,4]triazolo[1,5-a]pyridin-6-yl)-5,6,7,8-tetrahydro-1H-pyrrolo[2,3-g]isoquinoline C(C)(C)C1=C(NC2=CC=3CCNCC3C=C21)C=2C=C(C=1N(C2)N=CN1)OC